C(C)(C)(C)OC(=O)N1C2(CC(C1)C2)NC2=C(C(=NC1=C(C(=C(C=C21)I)Br)F)OC[C@H]2N(CCC2)C)[N+](=O)[O-] ((7-bromo-8-fluoro-6-iodo-2-(((S)-1-methylpyrrolidin-2-yl)methoxy)-3-nitroquinolin-4-yl)amino)-2-azabicyclo[2.1.1]hexane-2-carboxylic acid tert-butyl ester